OC1(CCN(CC1)CC1CCNCC1)CC(=O)OC(C)(C)C tert-butyl 2-[4-hydroxy-1-(4-piperidylmethyl)-4-piperidyl]acetate